ClC1=CC=C(C=N1)C1=CC=C(C(=O)O)C=C1 4-(6-chloropyridin-3-yl)benzoic acid